7-[(2S,3S,4R,5R)-3,4-bis(benzyloxy)-5-[(benzyloxy)methyl]oxolan-2-yl]-2-chloro-N-cyclopentyl-N-(2-methoxy-5-methylphenyl)pyrido[3,2-d]pyrimidin-4-amine C(C1=CC=CC=C1)O[C@H]1[C@@H](O[C@@H]([C@H]1OCC1=CC=CC=C1)COCC1=CC=CC=C1)C1=CC=2N=C(N=C(C2N=C1)N(C1=C(C=CC(=C1)C)OC)C1CCCC1)Cl